5-fluoro-3-iodo-7-methyl-1H-indazole FC=1C=C2C(=NNC2=C(C1)C)I